6-(6-aminopyrazin-2-yl)-N-(4-(4-(oxetan-3-yl)piperazin-1-yl)phenyl)imidazo[1,2-a]pyrazin-8-amine NC1=CN=CC(=N1)C=1N=C(C=2N(C1)C=CN2)NC2=CC=C(C=C2)N2CCN(CC2)C2COC2